5-cyclohexanetrimethanol C1(CCCC(C1)CO)(CO)CO